tert-butyl 4-[4-(2-ethoxy-2-oxoethyl)-5-ethyl-2-(2-methoxypyridin-4-yl)-7-oxo-[1,2,4]triazolo[1,5-a]pyrimidin-6-yl]piperazine-1-carboxylate C(C)OC(CN1C=2N(C(C(=C1CC)N1CCN(CC1)C(=O)OC(C)(C)C)=O)N=C(N2)C2=CC(=NC=C2)OC)=O